ClC1=CC=C(C=C1)CCC1=NNC(=C1)C(=O)OC methyl 3-(4-chlorophenyl ethyl)-1H-pyrazole-5-carboxylate